(E)-1-(2-Ethoxy-6-hydroxy-4-methoxyphenyl)-3-(4-methoxyphenyl)prop-2-en-1-one C(C)OC1=C(C(=CC(=C1)OC)O)C(\C=C\C1=CC=C(C=C1)OC)=O